COC(=O)[C@H]1[C@@H](C1)CCO[Si](C)(C)C(C)(C)C |r| (+/-)-(trans)-2-(2-((tert-butyldimethylsilyl)oxy)ethyl)cyclopropanecarboxylic acid methyl ester